C1(CCCCC1)C1=NC=CC(=C1)CNCC1=CC=C(C=C1)OC N-[(2-cyclohexyl-4-pyridinyl)methyl]-1-(4-methoxyphenyl)methylamine